(4-nitrophenyl) (3,6,9,12-tetraoxatridecan-1-yl) carbonate C(OC1=CC=C(C=C1)[N+](=O)[O-])(OCCOCCOCCOCCOC)=O